C(C)OC(NC1=C(C=C(C=C1)NCC=1SC(=CC1)C1=CC=CC=C1)N)=O {2-Amino-4-[(5-phenyl-thiophen-2-ylmethyl)-amino]-phenyl}-carbamic acid ethyl ester